methyl 3-(ethyl(tetrahydro-2H-pyran-4-yl)amino)-2-methyl-5-(5-nitroisoindolin-2-yl)-benzoate C(C)N(C=1C(=C(C(=O)OC)C=C(C1)N1CC2=CC=C(C=C2C1)[N+](=O)[O-])C)C1CCOCC1